C(C)(C)(C)N1C[C@@]2(CC1)OCCN1C2=CC(=N1)Br |r| (rac)-tert-butyl-2-bromo-6,7-dihydrospiro[pyrazolo[5,1-c][1,4]oxazine-4,3'-pyrrolidine]